C(C1CO1)N(C1=CC(=CC=C1)S(=O)(=O)C1=CC=CC=C1)CC1CO1 N,N-diglycidyl-3-(phenylsulfonyl)aniline